5-bromo-7-fluoro-1-methyl-1H-indazole-3-carboxylic acid BrC=1C=C2C(=NN(C2=C(C1)F)C)C(=O)O